C(C)(C)(C)OC(CN1CCC2(CN(C2)C=2C=C3C(N(C(C3=CC2)=O)C2C(NC(CC2)=O)=O)=O)CC1)=O 2-(2-(2-(2,6-Dioxopiperidin-3-yl)-1,3-dioxoisoindolin-5-yl)-2,7-diazaspiro[3.5]nonan-7-yl)acetic acid tert-butyl ester